2-Bromo-1-(2-pyridinyl)-1-ethanone BrCC(=O)C1=NC=CC=C1